N-[4-[[4-[1-[3-chloro-5-cyano-4-[2-[2-[[2-(2,6-dioxo-3-piperidyl)-1,3-dioxo-isoindolin-5-yl]amino]ethoxy]ethoxy]phenyl]-1-methyl-ethyl]phenoxy]methyl]pyrimidin-2-yl]methanesulfonamide ClC=1C=C(C=C(C1OCCOCCNC=1C=C2C(N(C(C2=CC1)=O)C1C(NC(CC1)=O)=O)=O)C#N)C(C)(C)C1=CC=C(OCC2=NC(=NC=C2)NS(=O)(=O)C)C=C1